4-bromoquinoline nitrogen [N].BrC1=CC=NC2=CC=CC=C12